3-amino-N-[3-(4-fluoro-3-methyl-phenyl)pyrrolidin-3-yl]-4-(trifluoromethoxy)benzenesulfonamide NC=1C=C(C=CC1OC(F)(F)F)S(=O)(=O)NC1(CNCC1)C1=CC(=C(C=C1)F)C